NCC(CN1N=CN(C1=O)C1=NC(=CC=C1)C=1C=NC(=CC1)N1CCNCC1)=C(F)F 2-[2-(aminomethyl)-3,3-difluoro-allyl]-4-[6-(6-piperazin-1-yl-3-pyridinyl)-2-pyridinyl]-1,2,4-triazol-3-one